C(=O)O.NC=1C=CC=C2C(=NC=NC12)NCC1=CC=C(C=C1)B(O)O 4-(((8-aminoquinazolin-4-yl)amino)methyl)phenylboronic acid formic acid salt